FC1=C(C=C(N)C=C1)N1N=C2N=CC(=CC2=C1)C1=NC=CC=C1 4-fluoro-3-(5-(pyridin-2-yl)-2H-pyrazolo[3,4-b]pyridin-2-yl)aniline